O(C1[C@@H](O)[C@@H](O)[C@H](O)[C@H](O1)CO)C(C)N α-aminoethyl mannopyranoside